OC(C(=O)[O-])C(C=CSC)O 2,3-dihydroxy-5-methylthio-4-pentenoate